CN1C(=NC2=C(C=C(C=C2C1=O)C)[C@@H](C)N[S@](=O)C(C)(C)C)C1COCCC1 (R)-N-[(1R)-1-(3,6-dimethyl-4-oxo-2-tetrahydropyran-3-yl-quinazolin-8-yl)ethyl]-2-methyl-propane-2-sulfinamide